(S and R)-5-chloro-2-(4,4-difluoro-3-methylpiperidin-1-yl)-N-(2-sulfamoylpyridin-4-yl)-6-(trifluoromethyl)-nicotinamide ClC=1C(=NC(=C(C(=O)NC2=CC(=NC=C2)S(N)(=O)=O)C1)N1C[C@@H](C(CC1)(F)F)C)C(F)(F)F |r|